O(C)C1=CC=C(C=CC2=CCN(C=C2)C)C=C1 4-[4-methoxyl-styryl]-1-methyl-pyridine